4-cyanophenyl β-D-galactopyranoside O([C@H]1[C@H](O)[C@@H](O)[C@@H](O)[C@H](O1)CO)C1=CC=C(C=C1)C#N